2-methyl-4-methoxybromobenzene CC1=C(C=CC(=C1)OC)Br